2-[2-(6-chloro-hexyloxy)-ethoxy]-ethylamine ClCCCCCCOCCOCCN